BrC=1C(=C(OC2CCC(CC2)OCCCN2CCN(CC2)C2=CC=C3C(=N2)N(N=C3C3C(NC(CC3)=O)=O)C)C=CC1)C 3-(6-(4-(3-(((1r,4r)-4-(3-bromo-2-methylphenoxy)cyclohexyl)oxy)propyl)piperazin-1-yl)-1-methyl-1H-pyrazolo[3,4-b]pyridin-3-yl)piperidine-2,6-dione